[3,5-difluoro-4'-(4-pentylcyclohexyl)-[1,1'-biphenyl]-4-yl]ethynamine FC=1C=C(C=C(C1C#CN)F)C1=CC=C(C=C1)C1CCC(CC1)CCCCC